7-(2-fluoro-6-methyl-phenyl)-5-[(3S)-3-(methylamino-methyl)-1-piperidyl]isoquinolin-3-amine FC1=C(C(=CC=C1)C)C1=CC(=C2C=C(N=CC2=C1)N)N1C[C@@H](CCC1)CNC